4-(1-aminoethyl)pyridine NC(C)C1=CC=NC=C1